3-Bromo-7,8-dihydroquinoline BrC=1C=NC=2CCC=CC2C1